FC=1C=C(C=CC1F)C(C1CCC(N1)=O)F 5-((3,4-difluorophenyl)fluoromethyl)pyrrolidin-2-one